C(C)(C)(C)C1=C(C(C=NC2=C(C=CC=C2)N=CC=2C(O)=C(C=CC2)C(C)(C)C)=CC=C1)O N,N'-bis(3-t-butyl-salicylidene)-1,2-phenylenediamine